racemic-6-((1S,2S)-2-(6-chloroimidazo[1,2-b]pyridazin-8-yl)cyclopropyl)benzo[d]thiazole ClC=1C=C(C=2N(N1)C=CN2)[C@@H]2[C@H](C2)C2=CC1=C(N=CS1)C=C2 |r|